ClC=1C=C(C=CC1Cl)[C@H](C)NC[C@H](CC=1C=C(C=CC1)CP(O)=O)O (2S)-3-([(1S)-1-(3,4-Dichlorophenyl)ethyl]amino-2-hydroxypropyl)(phenylmethyl)phosphinic acid